N,N-diethylaminobenzoic acid C(C)N(CC)C1=C(C(=O)O)C=CC=C1